S1C(=NC=C1)C(=O)[O-].[Zn+2].C(C)(C)(C)OC(=O)NC(C(=O)[C@H]1C(=O)NC(C1)=O)CCCCNC(=O)OC(C)(C)C.S1C(=NC=C1)C(=O)[O-] (S)-2,6-di-tert-butoxycarbonylaminocaproyl-succinimide zinc thiazolate